[2-(3-oxocyclobutyl) ethoxy] azetidine-1-carboxylate N1(CCC1)C(=O)OOCCC1CC(C1)=O